ClC=1N(C(N(C(C1)=O)C[C@@H](C(=O)OC)C)=O)CC1=CC=C(C=C1)Cl methyl (S)-3-(4-chloro-3-(4-chlorobenzyl)-2,6-dioxo-3,6-dihydropyrimidin-1(2H)-yl)-2-methylpropionate